4-(4-Fluorobenzyloxy)-9H-carbazole FC1=CC=C(COC2=CC=CC=3NC4=CC=CC=C4C23)C=C1